FC=1C=C(C=O)C=CC1[N+](=O)[O-] 3-fluoro-4-nitro-benzaldehyde